CC1=CC=C(C(=O)OC[C@H]2O[C@]([C@@H]([C@@H]2O)O)(N2C(NC(C=C2)=O)=O)C#N)C=C1 [(2R,3S,4R,5R)-5-cyano-5-(2,4-dioxopyrimidin-1-yl)-3,4-dihydroxy-tetrahydrofuran-2-yl]methyl 4-methylbenzoate